FC1=C(C(=CC=C1)C)C1CCC(CC1)C1=CC=2C(=NC(=CN2)C)N(C1=O)CC1=NC=CC=C1OCC(F)(F)F 7-((1r,4r)-4-(2-Fluoro-6-methylphenyl)cyclohexyl)-3-methyl-5-((3-(2,2,2-trifluoroethoxy)pyridin-2-yl)methyl)pyrido[2,3-b]pyrazin-6(5H)-one